(S)-2-((2-((S)-4-(difluoromethyl)-2-carbonyl-1,3-oxazepin-3-yl)-5,6-dihydrobenzo[f]imidazo[1,2-d][1,4]oxazepin-9-yl)amino)propanamide FC(C=1N(C(OC=CC1)=C=O)C=1N=C2N(CCOC3=C2C=CC(=C3)N[C@H](C(=O)N)C)C1)F